tert-butyl (R)-(cyclopropylmethyl)(1-(6-(3-(4-(5-cyclopropylpyridin-3-yl)-1H-1,2,3-triazol-1-yl)-1-methylazetidin-3-yl)pyridin-3-yl)piperidin-3-yl)carbamate C1(CC1)CN(C(OC(C)(C)C)=O)[C@H]1CN(CCC1)C=1C=NC(=CC1)C1(CN(C1)C)N1N=NC(=C1)C=1C=NC=C(C1)C1CC1